di-tert-amylperoxide C(C)(C)(CC)OOC(C)(C)CC